C1(CCCC1)NC=1C2=C(N=C(N1)C(C(C)(C)C)O)CCCN2 1-[4-(cyclopentylamino)-5,6,7,8-tetrahydropyrido[3,2-d]pyrimidin-2-yl]-2,2-dimethylpropane-1-ol